ClC=1C=C(C(=O)N2CC=3C(=NN4C3C(N(C[C@H]4C(=O)O)C(C)C=4C=NC(=CC4)C(F)(F)F)=O)C[C@H]2C)C=CC1Cl (3R,7S)-2-(3,4-Dichlorobenzoyl)-3-methyl-10-oxo-9-(1-(6-(trifluoromethyl)pyridin-3-yl)ethyl)-1,2,3,4,7,8,9,10-octahydropyrido[4',3':3,4]pyrazolo[1,5-a]pyrazine-7-carboxylic acid